C(C)(C)(C)OC(=O)N[C@@H](CC(C)C)C1=NOC(C1)C(=O)OCC Ethyl 3-((S)-1-((tert-butoxycarbonyl)amino)-3-methylbutyl)-4,5-dihydroisoxazole-5-carboxylate